[2-[(8S,9S,10R,11S,13S,14S,17R)-11,17-Dihydroxy-10,13-dimethyl-3-oxo-7,8,9,11,12,14,15,16-octahydro-6H-cyclopenta[a]phenanthren-17-yl]-2-oxoethyl] acetate C(C)(=O)OCC(=O)[C@]1(CC[C@H]2[C@@H]3CCC4=CC(C=C[C@@]4([C@H]3[C@H](C[C@]12C)O)C)=O)O